COC1=C(C=CC=C1C=1C=NN(C1)C)C1=NN(C2=CN=C(C=C21)NC(=O)C2CC2)C N-(3-(2-methoxy-3-(1-methyl-1H-pyrazol-4-yl)phenyl)-1-methyl-1H-pyrazolo[3,4-c]pyridin-5-yl)cyclopropanecarboxamide